C(OC1=CC=C(C=C1)[N+](=O)[O-])(O[C@@H]1COC[C@H]1SSC1=NC=CC=C1)=O |r| 4-nitrophenyl (trans-(3RS,4RS)-4-(pyridin-2-yldisulfanyl)tetrahydrofuran-3-yl) carbonate